NC1=C2C(=NC=N1)N(N=C2C2=CC=C(C=C2)OC2=CC=CC=C2)C2CCN(CC2)C(=O)N2CCC(CC2)CCN2CCN(CC2)C=2C=C1CN(C(C1=CC2)=O)C2C(NC(CC2)=O)=O 3-(5-(4-(2-(1-(4-(4-amino-3-(4-phenoxyphenyl)-1H-pyrazolo[3,4-d]pyrimidin-1-yl)piperidine-1-carbonyl)piperidin-4-yl)ethyl)piperazin-1-yl)-1-oxoisoindolin-2-yl)piperidine-2,6-dione